(±)-1-Benzyl-3-(4-bromophenyl)piperidin-3-amine C(C1=CC=CC=C1)N1C[C@](CCC1)(N)C1=CC=C(C=C1)Br |r|